iron cobalt nickel platinum rhodium [Rh].[Pt].[Ni].[Co].[Fe]